BrC=1C=2C(C=3C(=NC(=NC3C1)Cl)N1C3CN(CC1CC3)C(=O)OC(C)(C)C)=CN(N2)C tert-butyl 8-(4-bromo-7-chloro-2-methyl-pyrazolo[4,3-f]quinazolin-9-yl)-3,8-diazabicyclo[3.2.1]octane-3-carboxylate